tert-butyl (2R,5S)-4-(7-cyano-2-(cyanomethyl)-5-methyl-6-oxo-5,6-dihydroimidazo[1,2-b]pyridazin-8-yl)-2,5-dimethylpiperazine-1-carboxylate C(#N)C1=C(C=2N(N(C1=O)C)C=C(N2)CC#N)N2C[C@H](N(C[C@@H]2C)C(=O)OC(C)(C)C)C